FC=1C=C(C(=NC1)OC)[C@@H]1[C@](C1)(C(=O)NS(=O)(=O)C=1C=2C=CC(=NC2C=CC1)C)C1=C(C=CC(=C1)C)OC (1S,2R)-2-(5-fluoro-2-methoxypyridin-3-yl)-1-(2-methoxy-5-methylphenyl)-N-(2-methylquinoline-5-sulfonyl)cyclopropane-1-carboxamide